FC(CN1CCC(CC1)COC1=CC(=C2C(NC(=NC2=C1)CSC1CCOCC1)=O)F)F 7-((1-(2,2-Difluoroethyl)piperidin-4-yl)methoxy)-5-fluoro-2-(((tetrahydro-2H-pyran-4-yl)thio)methyl)quinazolin-4(3H)-one